(E)-fluorenylmethoxycarbonyl-β-alanine-4-oxo-4-phenyl-2-buten-2-yl ester O=C(C=C(C)OC(CCNC(=O)OCC1=CC=CC=2C3=CC=CC=C3CC12)=O)C1=CC=CC=C1